C(C1=CC=CC=C1)C=1N=NN(N1)CCC[Si](OCC)(OCC)OCC 5-benzyl-2-[3-(triethoxysilyl)propyl]-2H-tetrazole